2'-O-vinyl-adenosine C(=C)O[C@H]1[C@@H](O[C@@H]([C@H]1O)CO)N1C=NC=2C(N)=NC=NC12